3-BROMO-N-(4-METHOXYPHENYL)-1-TETRAHYDROPYRAN-4-YL-PYRAZOLO[3,4-D]PYRIMIDIN-4-AMINE BrC1=NN(C2=NC=NC(=C21)NC2=CC=C(C=C2)OC)C2CCOCC2